4-(7-bromo-2-hydroxynaphthalen-1-yl)-3-(4-methylpyridin-2-yl)-1H-isochromen-1-one BrC1=CC=C2C=CC(=C(C2=C1)C1=C(OC(C2=CC=CC=C12)=O)C1=NC=CC(=C1)C)O